ClC=1C(=C(C(=C(C(=O)OC)C1)F)F)F methyl 5-chloro-2,3,4-trifluorobenzoate